nickel silicon hydroxide [Si](O)(O)(O)O.[Ni]